ClC1=C(C=C2C(N(C(=NC2=C1)CC)C1=C(C=CC=C1C)C)=O)/C=C/C(=O)OCC (E)-ethyl 3-(7-chloro-3-(2,6-dimethylphenyl)-2-ethyl-4-oxo-3,4-dihydroquinazolin-6-yl)acrylate